FC(C(=O)O)(F)F.NC1=NN2C(C=C(C=C2)C=2C=CC(=C(C(=O)OC)C2)Cl)=N1 methyl 5-(2-amino-[1,2,4]triazolo[1,5-a]pyridin-7-yl)-2-chlorobenzoate trifluoroacetate salt